C(C=C)OC(C(OCC=C)OCC=C)OCC=C 1,1,2,2-tetrakis(allyloxy)ethane